C(C1=CC=CC=C1)N([C@@H]1CC[C@H](CC1)OCC(C)(O)C)CC1=CC=CC=C1 1-{[trans-4-(dibenzylamino)cyclohexyl]oxy}-2-methylpropan-2-ol